omega-hydroxyphytanic acid CC(CCCC(C)CCCC(C)CO)CCCC(C)CC(=O)O